C(C)C=1N(C(C2=NN=C(C21)NC(C2=CC=C(C=C2)C(=O)OC)=O)(C)C)C(N[C@H](CN(C)C)C2=CC=CC=C2)=O ethyl-(S)-5-((2-(dimethylamino)-1-phenylethyl)carbamoyl)-3-(4-(methoxycarbonyl)benzamido)-6,6-dimethyl-5,6-dihydropyrrolo[3,4-c]pyrazole